C(C=C)(=O)NC1=CC=C(C=C1)N1N=C2C(NN=C(C2=C1C1=CC(=C(C(=O)NC2CCC2)C=C1)OC)N)=O 4-(2-(4-acrylamidophenyl)-4-amino-7-oxo-6,7-dihydro-2H-pyrazolo[3,4-d]pyridazin-3-yl)-N-cyclobutyl-2-methoxybenzamide